(4-(3-hydroxyoxetan-3-yl)phenyl)(3-(4-(trifluoromethyl)phenoxy)pyrrolidin-1-yl)methanone OC1(COC1)C1=CC=C(C=C1)C(=O)N1CC(CC1)OC1=CC=C(C=C1)C(F)(F)F